BrC1=C(C=CC=C1)NC(=O)N[C@H]1CN(CC1)C1=NC=C(C=C1)C(F)(F)F N-(2-bromophenyl)-N'-[((R)-1-(5-trifluoromethyl-2-pyridyl)pyrrolidin-3-yl)]urea